(4'-chloro-2'-(phenanthr-9-yl)-[1,1'-biphenyl]-2-yl)-9H-carbazole ClC1=CC(=C(C=C1)C1=C(C=CC=C1)C1=CC=CC=2C3=CC=CC=C3NC12)C=1C2=CC=CC=C2C=2C=CC=CC2C1